FC1(C2(CC2)CCN(C1)CC1=CC(=C2CN(C(C2=C1)=O)C1=CC(=CC=C1)C1(COC1)CC1=NN=CN1C)C(F)(F)F)F 6-((4,4-difluoro-6-azaspiro[2.5]octan-6-yl)methyl)-2-(3-(3-((4-methyl-4H-1,2,4-triazol-3-yl)methyl)oxetan-3-yl)phenyl)-4-(trifluoromethyl)isoindolin-1-one